OC1=CC=C(C=C1)C1=COC=C1C1=CC=C(C=C1)O 3,4-bis(4-hydroxy-phenyl)furan